C(C)(C)(C)OC(=O)N1C[C@@](CC1)(OC=1C=NC(=CC1)C(NC)=O)C (3R)-3-methyl-3-{[6-(methylcarbamoyl)pyridin-3-yl]oxy}pyrrolidine-1-carboxylic acid tert-butyl ester